CN1CCC(CC1)NC1=CC=C2CCCN3C2=C1C=C3 N-(1-methylpiperidin-4-yl)-5,6-dihydro-4H-pyrrolo[3,2,1-ij]quinolin-9-amine